[N+](=[N-])=CC(CC[C@@H](C(=O)OC)NC([C@H](CC1=CNC2=CC=CC=C12)O)=O)=O methyl (S)-6-diazo-2-((S)-2-hydroxy-3-(1H-indol-3-yl)propanamido)-5-oxohexanoate